C(C)(C)(C)OC(=O)N1CC(=CC1)C1=CC=C2C3=C(NC2=C1)N=CN=C3Cl.FC(C3=NC1=CC=CC=C1C(=C3)N[C@@H]3C[C@@H](CCC3)NC(C3=CC=CC=C3)=O)(F)F N-[(1r,3s)-3-{[2-(trifluoromethyl)quinolin-4-yl]amino}cyclohexyl]benzamide tert-butyl-3-(4-chloro-9H-pyrimido[4,5-b]indol-7-yl)-2,5-dihydro-1H-pyrrole-1-carboxylate